N1(C=CC=C1)C1CCNCC1 4-(pyrrol-1-yl)piperidine